FC1(CC(C1)CN1N=CC(=C1)C1=NC2=C(C(=CC=C2N=C1)OC=1C=CC2=C(NC(=N2)C)C1)C1COCCC1)F {1-[(3,3-Difluorocyclobutyl)methyl]-1H-pyrazol-4-yl}-7-[(2-methyl-1H-1,3-benzodiazol-6-yl)oxy]-8-(oxan-3-yl)quinoxaline